S1C=NC=C1 (S)-1,3-thiazole